NC1=CC(=NN1C(C)(C)C)C1C[C@@H](CC1)O (1R)-3-(5-amino-1-tert-butyl-pyrazol-3-yl)cyclopentanol